2-((S)-2-(2,3-difluorobenzyl)azepan-1-yl)-6-((R)-2-methylmorpholino)pyrimidin-4(3H)-one FC1=C(C[C@H]2N(CCCCC2)C2=NC(=CC(N2)=O)N2C[C@H](OCC2)C)C=CC=C1F